ClC1=C(SC=C1)C1COCCCN1C1=NC(=NC(=C1)C)N 4-[3-(3-chloro-2-thienyl)-1,4-oxazepan-4-yl]-6-methyl-pyrimidin-2-amine